C(C)OC(=O)N1[C@@H]2CC([C@H](C1)CC2)N2C[C@H]1C([C@H]1C2)C(N(CC)CC)=O (1S,4S)-5-[(1R,5S,6r)-6-(diethylcarbamoyl)-3-azabicyclo[3.1.0]hexane-3-yl]-2-azabicyclo[2.2.2]octane-2-carboxylic acid ethyl ester